2-((4,10-bis(carboxymethyl)-7-((6-carboxypyridin-2-yl)methyl)-1,4,7,10-tetraazacyclododecan-1-yl)methyl)pyridine 1-oxide C(=O)(O)CN1CCN(CCN(CCN(CC1)CC1=NC(=CC=C1)C(=O)O)CC(=O)O)CC1=[N+](C=CC=C1)[O-]